ClC1=C(C=CC=C1)[C@H]1[C@H](C[C@H](N1C(=O)C1=CC=C(C=C1)C1=C(C=CC=C1)OC)C(=O)O)C(=O)O (2S,4S,5R)-5-(2-chlorophenyl)-1-(2'-methoxy-[1,1'-biphenyl]-4-carbonyl)pyrrolidine-2,4-dicarboxylic acid